BrC1=NC(=CC(=C1)N(C(OC(C)(C)C)=O)C([2H])([2H])[2H])C tert-butyl N-(2-bromo-6-methyl-4-pyridyl)-N-(trideuteriomethyl)carbamate